CC1(NCC2=CC=CC=C2C1)C 3,3-dimethyl-1,2,3,4-tetrahydroisoquinoline